N-Acetyl-S-(1-phenyl-2-hydroxyethyl)-L-cysteine C(C)(=O)N[C@@H](CSC(CO)C1=CC=CC=C1)C(=O)O